FC1=CC=C(CN2C(CC=3C(=CC=CC23)C(=O)N)=O)C=C1 (4-Fluorobenzyl)-2-oxoindoline-4-carboxamide